methyl (E)-4,4-difluoro-2-(4-formylbenzylidene)-4-phenylbutyrate FC(C\C(\C(=O)OC)=C/C1=CC=C(C=C1)C=O)(C1=CC=CC=C1)F